OC1(CC(N(CC1)C(=O)[O-])C(=O)[O-])C(F)(F)F 4-hydroxy-4-(trifluoromethyl)piperidine-1,2-dicarboxylate